butyl 4-(3-(3-fluoro-4-(2-(3-(hydroxymethyl)azetidin-1-yl)-2-oxoethyl)phenoxy) propyl)piperidine-1-carboxylate FC=1C=C(OCCCC2CCN(CC2)C(=O)OCCCC)C=CC1CC(=O)N1CC(C1)CO